[Na+].C(=O)(O)CCCCCOC=1C=C2OC3=C(C(CC(C3=CC2=CC1)(C)C)=O)S(=O)(=O)[O-].COC=1C=C(OC2=CC=NC3=CC=CC=C23)C=C(C1)OC 4-(3,5-dimethoxyphenoxy)quinoline 6-(5-Carboxypentoxy)-1,1-dimethyl-3-oxo-2H-xanthene-4-sulfonate sodium salt